C(C1=CC=CC=C1)OC(=O)N[C@H](C(=O)N[C@H](C(=O)OC)CC1=C(C=CC(=C1)C)O[Si](C)(C)C(C)(C)C)CC1=CC=CC=C1 Methyl (S)-2-((S)-2-(((benzyloxy)carbonyl)amino)-3-phenylpropanamido)-3-(2-((tert-butyldimethylsilyl)oxy)-5-methylphenyl)propanoate